(2R)-2-(6-{5-Chloro-2-[(2-methoxypyridin-4-yl)amino]pyrimidin-4-yl}-1-oxo-2,3-dihydro-1H-isoindol-2-yl)-N-[(1S)-1-[3-chloro-6-(dimethylamino)pyridin-2-yl]-2-hydroxyethyl]propanamid ClC=1C(=NC(=NC1)NC1=CC(=NC=C1)OC)C1=CC=C2CN(C(C2=C1)=O)[C@@H](C(=O)N[C@H](CO)C1=NC(=CC=C1Cl)N(C)C)C